FC=1C=C(C=C(C1C1CCOCC1)F)NC(OC(C)(C)C)=O tert-butyl N-[3,5-difluoro-4-(tetrahydropyran-4-yl)phenyl]carbamate